(2R,6R)-4-[(1R)-1-(3-fluoro-6-methylpyridin-2-yl)-3-methoxypropyl]-6-methyl-1-(2-methylpropanoyl)-N-{[4-(pyrimidin-2-yl)phenyl]methyl}piperazine-2-carboxamide FC=1C(=NC(=CC1)C)[C@@H](CCOC)N1C[C@@H](N([C@@H](C1)C)C(C(C)C)=O)C(=O)NCC1=CC=C(C=C1)C1=NC=CC=N1